5-{[1-(Tert-Butoxycarbonyl)pyrrolidin-3-yl]oxy}-1-benzofuran-2-carboxylic acid C(C)(C)(C)OC(=O)N1CC(CC1)OC=1C=CC2=C(C=C(O2)C(=O)O)C1